2,2,4,4,6,6,8,8,10,10-decamethyl-1,3,5,7-tetraoxa-9-thia-2,4,6,8,10-penta-siladecane C[Si](O)(O[Si](O[Si](O[Si](S[SiH](C)C)(C)C)(C)C)(C)C)C